O1C(=O)C=C(C2=CC=CC=C12)CC(=O)O.Cl\C=C/C(=O)N(C1CC1)[C@H](C(=O)N(C)C)C1=CC(=CC(=C1)C1=NC=CC=N1)Cl (S,Z)-3-chloro-N-(1-(3-chloro-5-(pyrimidin-2-yl)phenyl)-2-(dimethyl-amino)-2-oxoethyl)-N-cyclopropylacrylamide coumarin-4-Acetate